1,3-bisimidazol-1-yl-benzene N1(C=NC=C1)C1=CC(=CC=C1)N1C=NC=C1